(R)-3-amino-1-(2-((6-amino-9H-purin-9-yl)methyl)-3-ethynyl-4-fluorophenyl)-N-cyclopropylpyrrolidine-3-carboxamide N[C@]1(CN(CC1)C1=C(C(=C(C=C1)F)C#C)CN1C2=NC=NC(=C2N=C1)N)C(=O)NC1CC1